ClC=1C=CC(=C(CNC(C(CC(=O)NCCN(C)C)C2=CC=3NC4=CC(=CC=C4C3C=C2)F)=O)C1)F N1-(5-chloro-2-fluorobenzyl)-N4-(2-(dimethylamino)ethyl)-2-(7-fluoro-9H-carbazol-2-yl)succinamide